BrC=1C=C(CC2=NN=CC3=CC=CC=C23)C=CC1F 4-(3-bromo-4-fluorobenzyl)phthalazin